[Zn].C(C)(C)(C)C1=C(C(C(=O)O)=CC(=C1)C(C)(C)C)O.C(C)(C)(C)C1=C(C(C(=O)O)=CC(=C1)C(C)(C)C)O bis(3,5-di-t-butylsalicylic acid) zinc